((2S,3R,6R)-2,6-Dimethyl-3-(((5-(trifluoromethyl)pyrazin-2-yl)amino)methyl)morpholino)(4-(5-methoxypyridin-2-yl)-1-methyl-1H-pyrazol-3-yl)methanone C[C@@H]1O[C@@H](CN([C@@H]1CNC1=NC=C(N=C1)C(F)(F)F)C(=O)C1=NN(C=C1C1=NC=C(C=C1)OC)C)C